N1=C(C=CC=C1)C1=NC(=CC(=C1)OCCCCCCO)C1=NC=CC=C1 6-([2,2':6',2''-terpyridin]-4'-yloxy)hexan-1-ol